fluoromethyl-ethylcholine FCC(OCC)C[N+](C)(C)C